7-(1-propenoylpyrrolidine-3-yl)-2-(4-(2-fluorophenoxy)phenyl)-1H-imidazo[1,2-b]Pyrazole-3-carboxamide C(C=C)(=O)N1CC(CC1)C1=C2N(N=C1)C(=C(N2)C2=CC=C(C=C2)OC2=C(C=CC=C2)F)C(=O)N